2,N4-diisopropyl-6-methoxy-1,3,5-triazine-2,4-diamine C(C)(C)C1(NC(=NC(=N1)NC(C)C)OC)N